N1CC(CC1)N1N=C(C2=C1C(NN=C2N)=O)C2=CC1=C(S2)C(=CC(=C1)C)OC 1-(pyrrolidin-3-yl)-4-amino-3-(7-methoxy-5-methylbenzo[b]thiophen-2-yl)-1,6-dihydro-7H-pyrazolo[3,4-d]pyridazin-7-one